C1(CCCCC1)N1N=NC2=C1C=CC(=C2)C(=O)NC=2C=CC=1N(C2)C=C(N1)C1N(CCC1)C 1-cyclohexyl-N-[2-(1-methylpyrrolidin-2-yl)imidazo[1,2-a]pyridin-6-yl]-1H-1,2,3-benzotriazole-5-carboxamide